N1=CC(=CC=C1)N(C=1C=C(C=CC1)O)C1CCN(CC1)CCC1=CC=NC=C1 3-(pyridin-3-yl-(1-(2-(pyridin-4-yl)ethyl)piperidin-4-yl)amino)phenol